lithium-silver germanium sulfide [Ge]=S.[Ag].[Li]